N-(5-chloro-2-(4-((dimethylamino)methyl)-4-methylpiperidin-1-yl)phenyl)-5-(tetrahydro-2H-pyran-4-yl)furan-2-carboxamide ClC=1C=CC(=C(C1)NC(=O)C=1OC(=CC1)C1CCOCC1)N1CCC(CC1)(C)CN(C)C